1-{[(2R,5R)-1-{2-[6-(2-Cyclopropyl-1,1-difluoroethyl)-3,3-dimethyl-1H,2H,3H-pyrrolo[3,2-b]pyridin-1-yl]-2-oxoethyl}-5-methylpiperazin-2-yl]methyl}pyrrolidin-2-one formate C(=O)O.C1(CC1)CC(F)(F)C=1C=C2C(=NC1)C(CN2C(CN2[C@H](CN[C@@H](C2)C)CN2C(CCC2)=O)=O)(C)C